(2R,4aR,7R)-tert-butyl-11-bromo-12-chloro-10-fluoro-2,7-dimethyl-5-Carbonyl-1,2,4a,5,6,7-hexahydro-8-oxa-3,5a,9,13c-tetraazanaphtho[3,2,1-de]anthracene-3(4H)-carboxylate C(C)(C)(C)OC(=O)N1C[C@@H]2C(N3C[C@H](OC=4N=C5C(=C(C(=CC5=C(C34)N2C[C@H]1C)Cl)Br)F)C)=C=O